3-(2-(tolyloxy)ethyl)imidazolidine-1-carboxylic acid tert-butyl ester C(C)(C)(C)OC(=O)N1CN(CC1)CCOC1=C(C=CC=C1)C